(2,4-difluorophenyl)(methyl)sulfane FC1=C(C=CC(=C1)F)SC